CNCC1=C(C(=C(C(=C1F)F)F)F)F N-methyl-1-(perfluorophenyl)methylamine